C(C1=CC=CC=C1)NC1=NC(=C2N(C1=O)[C@@H](C[C@H]2C)C(=O)OCC2=CC=CC=C2)Cl benzyl (6S,8R)-3-(benzylamino)-1-chloro-8-methyl-4-oxo-4,6,7,8-tetrahydropyrrolo[1,2-a]pyrazine-6-carboxylate